methyl 6-(4-(5-(3-fluoro-4-methylphenyl)-7,7-dimethyl-6,7-dihydro-5H-pyrrolo[2,3-b]pyrazine-2-carbonyl)-3,3-dimethylpiperazin-1-yl)-2,4-dimethylnicotinate FC=1C=C(C=CC1C)N1CC(C=2C1=NC=C(N2)C(=O)N2C(CN(CC2)C2=NC(=C(C(=O)OC)C(=C2)C)C)(C)C)(C)C